(1R,2R)-2-methoxycyclopentane COC1CCCC1